C(C)(=O)OC[C@H]1C(CC[C@H]2C(CCC[C@]12C)(C)C)=C ((1S,4aS,8aS)-5,5,8a-trimethyl-2-methylenedecahydronaphthalen-1-yl)methyl acetate